5,6-Dichloroisobenzofuran-1(3H)-one ClC=1C=C2COC(C2=CC1Cl)=O